1-(1,1,3,3-tetramethylbutyl)-3-octadecylimidazolium CC(CC(C)(C)C)(C)N1C=[N+](C=C1)CCCCCCCCCCCCCCCCCC